OC([C@@H](C1=C(C=CC=C1)C)S[C@@H]1O[C@@H]([C@@H]([C@@H]([C@H]1O)N1N=NC(=C1)C1=CC(=C(C(=C1)F)F)F)O)CO)(C)C (2S,3R,4S,5R,6R)-2-(((R)-2-Hydroxy-2-methyl-1-(o-tolyl)propyl)thio)-6-(hydroxymethyl)-4-(4-(3,4,5-trifluorophenyl)-1H-1,2,3-triazol-1-yl)tetrahydro-2H-pyran-3,5-diol